bornyl-(3-ethyl-3-oxetanyl methyl) ether C12(C(CC(CC1)C2(C)C)OCC2(COC2)CC)C